C(C1=CC=CC=C1)OC(=O)N[C@](C(=O)OC)(CI)C methyl (R)-2-(((benzyloxy) carbonyl) amino)-3-iodo-2-methylpropanoate